2-(2-aminoethoxy)ethyl (E)-3-(3,4-dimethoxyphenyl)acrylate hydrochloride Cl.COC=1C=C(C=CC1OC)/C=C/C(=O)OCCOCCN